3-(((7-(1H-Pyrazol-4-yl)-2,3-dihydrofuro[3,2-c]pyridin-4-yl)amino)methyl)-N-(3-fluoropropyl)benzamid N1N=CC(=C1)C=1C2=C(C(=NC1)NCC=1C=C(C(=O)NCCCF)C=CC1)CCO2